ISOPROPYLMALONIC ACID C(C)(C)C(C(=O)O)C(=O)O